3-butyl-5-[2-(2-chloro-6-fluorophenyl)-5-phenyl-3H-imidazol-4-yl]-3H-imidazo[4,5-b]pyridin-2-ylamine mesylate S(C)(=O)(=O)O.C(CCC)N1C(=NC=2C1=NC(=CC2)C=2NC(=NC2C2=CC=CC=C2)C2=C(C=CC=C2F)Cl)N